4-amino-N-(1-cyclopropylpropyl)-N-((5-(trifluoromethyl)pyridin-2-yl)methyl)imidazo[1,5-a]quinoxaline-8-carboxamide NC=1C=2N(C3=CC(=CC=C3N1)C(=O)N(CC1=NC=C(C=C1)C(F)(F)F)C(CC)C1CC1)C=NC2